((4-bromo-2-fluorophenyl)(methyl)amino)-2,2-dimethylpropionic acid BrC1=CC(=C(C=C1)N(C)CC(C(=O)O)(C)C)F